Cinnolin-4-amine triFluoroacetate FC(C(=O)O)(F)F.N1=NC=C(C2=CC=CC=C12)N